NCC=1C(=C2C=CC=NC2=C(C1)C1=CC=C(C=C1)OC(F)(F)F)CO [6-(aminomethyl)-8-[4-(trifluoromethoxy)phenyl]-5-quinolyl]methanol